FC1=CC=C(C=C1)C1=CNC=2N=CN=C(C21)NCC2=NC(=CC=C2)N2CCNCC2 5-(4-Fluorophenyl)-N-((6-(piperazin-1-yl)pyridin-2-yl)methyl)-7H-pyrrolo[2,3-d]pyrimidin-4-amine